1-bromo-2,5-difluoro-4-nitro-benzene BrC1=C(C=C(C(=C1)F)[N+](=O)[O-])F